C(CCCCCCC)C(CCCCCCCC)OC(CCCCOC(=O)[C@H]1NCC(C1)OCCCN1CCCC1)=O (2S)-4-(3-pyrrolidin-1-ylpropoxy)pyrrolidine-2-carboxylic acid [5-(1-octylnonyloxy)-5-oxo-pentyl] ester